CC1=NC=C(C(=N1)C)O 2,4-DIMETHYLPYRIMIDIN-5-OL